5-benzyl-2-((2-(pyrrolidin-1-yl)ethyl)thio)-4,5-dihydro-1H-imidazole dihydrochloride Cl.Cl.C(C1=CC=CC=C1)C1CN=C(N1)SCCN1CCCC1